(1h)-xylene C1(C(C=CC=C1)C)C